3-fluoro-4-[[6-(2-oxo-1H-pyridin-4-yl)-2-pyridyl]oxymethyl]benzonitrile FC=1C=C(C#N)C=CC1COC1=NC(=CC=C1)C1=CC(NC=C1)=O